2-(oxetan-3-yloxy)-N-[(1S,2S)-2-methylcyclopropyl]thieno[2,3-d]thiazole-5-carboxamide O1CC(C1)OC=1SC2=C(N1)SC(=C2)C(=O)N[C@@H]2[C@H](C2)C